r-methacrylate C(C(=C)C)(=O)[O-]